C(=O)OCCO monoethylene glycol formate